C(C(C)C)(=O)N1CCC(CC1)CC1=CC=2N(C=C1)N=CC2N2C(NC(CC2)=O)=O 1-(5-((1-isobutyrylpiperidin-4-yl)methyl)pyrazolo[1,5-a]pyridin-3-yl)dihydropyrimidine-2,4(1H,3H)-dione